Cl[Si](C1=CC=CC=C1)(C1=CC(=CC=C1)Cl)Cl dichloro(3-chlorophenyl)(phenyl)silane